C(C)C=1C=NN2C1N=C(C=C2NCC=2C=CC(=NC2)O)N2C(CCCC2)CCO 5-[[[3-ethyl-5-[2-(2-hydroxyethyl)-1-piperidyl]pyrazolo[1,5-a]pyrimidin-7-yl]amino]methyl]pyridin-2-ol